COC1=CC2=C(N(C(O2)=O)CCNC(\C=C\C2=CC(=C(C=C2)O)OC)=O)C=C1 (E)-N-(2-(6-methoxy-2-oxo-2,3-dihydro-1,3-benzoxazol-3-yl)ethyl)-3-(4-hydroxy-3-methoxyphenyl)acrylamide